COC(CC1=CC(=CC=C1)O)=O 3-Hydroxyphenylacetic ACID METHYL ESTER